Thiazol-5-one 1,1-dioxide S1(CN=CC1=O)(=O)=O